4-(((1r,4r)-4-(allyloxy)cyclohexyl)oxy)-1-bromo-2-(trifluoromethyl)benzene C(C=C)OC1CCC(CC1)OC1=CC(=C(C=C1)Br)C(F)(F)F